ethyl-1-(4-chloro-2-fluoro-phenyl)-5-methylsulfonyl-4-oxo-cinnoline-3-carboxylic acid C(C)C=1C(=C2C(C(=NN(C2=CC1)C1=C(C=C(C=C1)Cl)F)C(=O)O)=O)S(=O)(=O)C